FC(C1=NC(=CC(=N1)NC1=CC(=C(C=N1)C=1C=NN(C1)CC(C)(C)NC(OC(C)(C)C)=O)OC)NCC1=C(C=C(C=C1)OC)OC)F tert-butyl (1-(4-(6-((2-(difluoromethyl)-6-((2,4-dimethoxybenzyl)amino)pyrimidin-4-yl)amino)-4-methoxypyridin-3-yl)-1H-pyrazol-1-yl)-2-methylpropan-2-yl)carbamate